N-methyl-2-((2-((4-(1-(1-(2,2,2-trifluoroacetyl)piperidin-4-yl)-1H-1,2,3-triazol-4-yl)phenyl)amino)-5-(trifluoromethyl)pyrimidin-4-yl)amino)benzamide CNC(C1=C(C=CC=C1)NC1=NC(=NC=C1C(F)(F)F)NC1=CC=C(C=C1)C=1N=NN(C1)C1CCN(CC1)C(C(F)(F)F)=O)=O